Cl.FC1=C(CNC(=N)N)C=CC(=C1)O 1-(2-fluoro-4-hydroxybenzyl)guanidine hydrochloride